1,2-bis(4-chlorophenylthio)ethane ClC1=CC=C(C=C1)SCCSC1=CC=C(C=C1)Cl